C1(CCC(N1OC(CN=[N+]=[N-])=O)=O)=O Azidoacetic acid succinimidyl ester